2,3-difluoro-4'-propyl-4-(2,2,2-trifluoroethoxy)biphenyl tert-butyl-(3-(5-(3-((1,3-dioxoisoindolin-2-yl)oxy)prop-1-yn-1-yl)thiophen-2-yl)prop-2-yn-1-yl)carbamate C(C)(C)(C)N(C(O)=O)CC#CC=1SC(=CC1)C#CCON1C(C2=CC=CC=C2C1=O)=O.FC1=C(C=CC(=C1F)OCC(F)(F)F)C1=CC=C(C=C1)CCC